C(C)S(=O)(=O)C=1C=C(C=NC1C1=NC2=C(C=NC(=C2)C(F)(F)F)N1C)N1C(COCC1)=O 4-[5-ethylsulfonyl-6-[3-methyl-6-(trifluoromethyl)imidazo[4,5-c]pyridin-2-yl]-3-pyridinyl]morpholin-3-one